2-(4-methylpiperazine-1-yl)Ethanamine hydrochloride Cl.CN1CCN(CC1)CCN